2,10-bis(benzyloxy)-6-(2,4-dimethoxybenzyl)-12-{2-[(2R,6S)-2,6-dimethylpiperidin-1-yl]ethyl}-3,9-difluoro-12,13-dihydro-5H-indolo[2,3-a]pyrrolo[3,4-c]carbazole-5,7(6H)-dione C(C1=CC=CC=C1)OC=1C(=CC2=C(C1)NC1=C2C2=C(C=3C4=CC(=C(C=C4N(C13)CCN1[C@@H](CCC[C@@H]1C)C)OCC1=CC=CC=C1)F)C(N(C2=O)CC2=C(C=C(C=C2)OC)OC)=O)F